5-(chloromethyl)-4-isopropyl-1-methylimidazole ClCC1=C(N=CN1C)C(C)C